COC=1C=CC2=C(C(OC3=C2C=CC(=C3)OCCCN3CCN(CC3)C3=CC=CC=C3)=O)C1 8-methoxy-3-(3-(4-phenylpiperazin-1-yl)propoxy)-6H-benzo[c]benzopyran-6-one